7-bromo-6-fluoro-10-(4-fluorophenyl)-2-methyl-9,10-dihydro-8-oxa-2,4,10a-triazanaphtho[2,1,8-cde]Azulene-1(2H)-one BrC1=C(C=C2N=CC=3N(C(N4C(COC1=C2C34)C3=CC=C(C=C3)F)=O)C)F